6-(2,6-dichlorophenyl)-2-((3-methyl-4-(4-methylpiperidin-4-yl)phenyl)amino)-8,9-dihydroimidazo[1,2-a]pyrimido[5,4-e]pyrimidin-5(6H)-one ClC1=C(C(=CC=C1)Cl)N1C=2N(C3=C(C1=O)C=NC(=N3)NC3=CC(=C(C=C3)C3(CCNCC3)C)C)CCN2